phenyl [3,5-difluoro-4-({1-(4-methylbenzene-1-sulfonyl)-3-[2-(trifluoromethoxy)ethyl]-1H-pyrrolo[2,3-b]pyridin-4-yl}oxy)phenyl]carbamate FC=1C=C(C=C(C1OC1=C2C(=NC=C1)N(C=C2CCOC(F)(F)F)S(=O)(=O)C2=CC=C(C=C2)C)F)NC(OC2=CC=CC=C2)=O